4-(2-(trifluoromethyl)phenyl)piperidine hydrochloride Cl.FC(C1=C(C=CC=C1)C1CCNCC1)(F)F